(R)-6-chloro-4-(3-hydroxy-1-butyn-1-yl)pyridin-3-ylcarbamic acid tert-butyl ester C(C)(C)(C)OC(NC=1C=NC(=CC1C#C[C@@H](C)O)Cl)=O